Dimethyl-N'-(3-thioxo-3H-1,2,4-dithiazole-5-yl)methanimidamide CN(C=NC1=NC(SS1)=S)C